3,3,3-trifluoro-N-(2-fluoro-4-(8-isopropyl-2-(((1r,4r)-4-(1-methyl-1H-imidazol-2-yl)cyclohexyl)amino)-7-oxo-7,8-dihydropyrido[2,3-d]pyrimidin-6-yl)phenyl)propane-1-sulfonamide FC(CCS(=O)(=O)NC1=C(C=C(C=C1)C1=CC2=C(N=C(N=C2)NC2CCC(CC2)C=2N(C=CN2)C)N(C1=O)C(C)C)F)(F)F